1-[(4R)-4-[[6-(1,3-dimethylpyrazol-4-yl)-[1,2,4]triazolo[1,5-a]pyrazin-8-yl]oxy]azepan-1-yl]prop-2-en-1-one CN1N=C(C(=C1)C=1N=C(C=2N(C1)N=CN2)O[C@H]2CCN(CCC2)C(C=C)=O)C